(S)-2,2-dimethyl-4-((2-methyl-4-((3-methyl-4-(((R)-oxiran-2-yl)methoxy)phenyl)ethynyl)phenoxy)methyl)-1,3-dioxolane CC1(OC[C@@H](O1)COC1=C(C=C(C=C1)C#CC1=CC(=C(C=C1)OC[C@@H]1OC1)C)C)C